CC1(CC=2C(=NC(=C(C2)[N+](=O)[O-])N2CCN(CC2)CC(=O)N)O1)C [4-(2,2-dimethyl-5-nitro-3H-furo[2,3-b]pyridin-6-yl)piperazin-1-yl]acetamide